NC1=C(N=C(C(=N1)N1CCC2([C@@H](C3(CC3)CC2)N)CC1)C)SC1=C(C(=NC=C1)N)Cl (R)-8-(6-amino-5-((2-amino-3-chloropyridin-4-yl)thio)-3-methylpyrazin-2-yl)-8-azadispiro[2.1.55.23]dodecane-4-amine